3-(4,4-difluorocyclohexyl)-N-methyl-1-(3-morpholinoisoquinolin-8-yl)-5,6-dihydroimidazo[1,5-a]pyrazine-7(8H)-carboxamide FC1(CCC(CC1)C1=NC(=C2N1CCN(C2)C(=O)NC)C=2C=CC=C1C=C(N=CC21)N2CCOCC2)F